N-(azetidin-3-yl)-1-cyclopropyl-N-methyl-1H-pyrazol-4-amine N1CC(C1)N(C=1C=NN(C1)C1CC1)C